C1=C(C=CC=2SC3=C(C21)C=C2C=CC=CC2=C3)B(O)O benzo[b]naphtho[2,3-d]thiophen-2-ylboronic acid